2-Hydroxyethylpiperazine C1CN(CCN1)CCO